[Na].FC=1C(=NC(=NC1)NC1=CC(=C(C=C1)C)S(=O)(=O)NC(CC)=O)NC1=CC=C(C=C1)OCC#C 5-fluoro-N2-(4-methyl-3-propionylaminosulfonylphenyl)-N4-[4-(prop-2-ynyloxy)phenyl]-2,4-pyrimidinediamine monosodium salt